acetic acid 4-(((tert-butyldimethylsilyl) oxy) methyl)-2-formyl-6-methylphenyl ester [Si](C)(C)(C(C)(C)C)OCC1=CC(=C(C(=C1)C)OC(C)=O)C=O